4-Chloro-2-((furan-2-ylmethyl)amino)-5-(N-(1-phenylethyl)sulfamoyl)benzoic Acid ClC1=CC(=C(C(=O)O)C=C1S(NC(C)C1=CC=CC=C1)(=O)=O)NCC=1OC=CC1